CC1N(CC(CC1C(=O)N)C)C1=NC(=NC=C1)C1=CN=C2N1C=C(N=C2)C(F)(F)F 2,5-Dimethyl-1-(2-(6-(trifluoromethyl)imidazo[1,2-a]pyrazin-3-yl)pyrimidin-4-yl)piperidine-3-carboxamide